6-nonanol CCCCCC(CCC)O